3-(2-(4-methoxy-2-oxo-1,4-dihydro-2H-benzo[d][1,3]oxazin-4-yl)ethyl)-1-methylquinazoline-2,4(1H,3H)-dione COC1(C2=C(NC(O1)=O)C=CC=C2)CCN2C(N(C1=CC=CC=C1C2=O)C)=O